ClC=1C=C(C#N)C=C(C1)CC(CO)N1C[C@H]([C@@H](C1)C)COC1=CC=C(C=C1)S(=O)(=O)C 3-chloro-5-[3-hydroxy-2-[(3S,4S)-3-[(4-methanesulfonylphenoxy)methyl]-4-methylpyrrolidin-1-yl]propyl]benzonitrile